CC(C)N1C2=NC(=NC(=C2N=C1)NCCN1CC(NCC1)=O)C=1C=NC=CC1 4-(2-{[9-(propan-2-yl)-2-(pyridin-3-yl)-9H-purin-6-yl]amino}ethyl)piperazin-2-one